NCCNCCC[Si](OC)(OC)C N-beta-aminoethyl-gamma-aminopropyl-methyl-dimethoxysilane